BrC1=C2C=C(C(=NC2=CC(=C1)C)C(=O)NC)C1=CC=C(C=C1)F 5-bromo-3-(4-fluorophenyl)-N,7-dimethylquinoline-2-carboxamide